COC=1C=C(C=CC1)C1CC(C1)N(C(=O)C1CC2(C1)NC(OC2)=O)C N-((1s,3S)-3-(3-methoxyphenyl)cyclobutyl)-N-methyl-6-oxo-7-oxa-5-azaspiro[3.4]octane-2-carboxamide